1,5-di-sec-butyl-4-hydroxy-3-isopropyl-pyrazole C(C)(CC)N1N=C(C(=C1C(C)CC)O)C(C)C